ClC=1C=NC=C(C1C(ON1N=C(C2=CC=CC=C12)C(=O)NC1=CC=C(C=C1)N1CCN(CC1)C)C)Cl 1-(3,5-dichloropyridin-4-yl)ethoxyl-N-(4-(4-methylpiperazin-1-yl)phenyl)-1H-indazole-3-carboxamide